BrC1=CC(=NC=C1)N1CCCC2=C1N=C(N=C2)Cl 8-(4-bromopyridin-2-yl)-2-chloro-5,6,7,8-tetrahydropyrido[2,3-d]pyrimidine